ClC1=CC(=C2C(=N1)N(N(C2=O)C)COCC[Si](C)(C)C)NC2=C1N([C@H](C=3N(C1=CC=C2)N=C(N3)C)C)C (S)-6-chloro-2-methyl-4-((2,4,5-trimethyl-4,5-dihydro-[1,2,4]triazolo[1,5-a]quinoxalin-6-yl)amino)-1-((2-(trimethylsilyl)ethoxy)methyl)-1,2-dihydro-3H-pyrazolo[3,4-b]pyridin-3-one